tert-butyl 4-(5-bromo-2-oxopyridin-1(2H)-yl)piperidine-1-carboxylate BrC=1C=CC(N(C1)C1CCN(CC1)C(=O)OC(C)(C)C)=O